(S)-2-(2-amino-3-(4-hydroxy-2,6-dimethylphenyl)propyl)isoindoline-1,3-dione hydrochloride Cl.N[C@H](CN1C(C2=CC=CC=C2C1=O)=O)CC1=C(C=C(C=C1C)O)C